ClC1=NC=C(C(=C1)N[C@@H](CCOC1=C(C=NN1C)C1=NC=CC(=N1)N)C)I (R)-2-(5-(3-((2-Chloro-5-iodopyridin-4-yl)amino)butoxy)-1-methyl-1H-pyrazol-4-yl)pyrimidin-4-amine